O1C(=NC=C1)N1CC2(C1)OC[C@H](C2)N2CCC(CC2)C2=C(C=CC=C2)C=2C=NC=NC2 (S)-2-(oxazol-2-yl)-7-(4-(2-(pyrimidin-5-yl)phenyl)piperidin-1-yl)-5-oxa-2-azaspiro[3.4]octane